OC=1C(=CC=C2OC=3C(C(C(C(C3C(C12)CC(C)C)=O)(C)C)=O)(C)C)CCC(C)C 8-hydroxy-9-isobutyl-2,2,4,4-tetramethyl-7-(3-methylbutanyl)-4,9-dihydro-1H-xanthene-1,3(2H)-dione